C(CCC)[C@H]1N(S(C2=C(N(C1)C1=CC=CC=C1)C=C(C(=C2)O\C=C(\C(=O)OCC)/F)SC)(=O)=O)C ethyl (R)-(Z)-3-((3-butyl-2-methyl-7-(methylthio)-1,1-dioxido-5-phenyl-2,3,4,5-tetrahydro-1,2,5-benzothiadiazepin-8-yl) oxy)-2-fluoroacrylate